7-(4-(aminomethyl)phenyl)-N-(3-(diethylamino)propyl)imidazo[2',1':2,3]thiazolo[5,4-d]pyrimidine-2-carboxamide NCC1=CC=C(C=C1)C=1N=C2SC=3N=C(N=CC3N2C1)C(=O)NCCCN(CC)CC